C(C)OC(=O)C1=C(N=NN1C1=C(C=C(C=C1)Cl)Br)C(F)F 1-(2-bromo-4-chlorophenyl)-4-(difluoromethyl)-1H-1,2,3-triazole-5-carboxylic acid ethyl ester